ClC1=CC(=NC=2N1N=CC2)CC 7-chloro-5-ethylpyrazolo[1,5-a]pyrimidine